2-methacryloxy-n-hexylthio-5-n-propylthio-1,3,4-thiadiazole C(C(=C)C)(=O)OC(CSC=1SC(=NN1)SCCC)CCCC